1-(4,5-Diallyloxy-2-nitrophenyl)ethanol tert-Butyl-(5-bromo-7-fluoro-1H-indol-3-yl)carbamate C(C)(C)(C)N(C(=O)OC(C)C1=C(C=C(C(=C1)OCC=C)OCC=C)[N+](=O)[O-])C1=CNC2=C(C=C(C=C12)Br)F